2,6-difluoro-N-(4-(1-methoxy-2-(4-methoxyphenyl)propan-2-yl)thiazol-2-yl)-4-(piperazin-1-yl)benzamide FC1=C(C(=O)NC=2SC=C(N2)C(COC)(C)C2=CC=C(C=C2)OC)C(=CC(=C1)N1CCNCC1)F